tert-Butyl 6-(7-(methoxycarbonyl)-1H-pyrrolo[3,2-c]pyridin-4-yl)-2,3-dihydro-1,4-oxazepine-4(7H)-carboxylate COC(=O)C=1C2=C(C(=NC1)C1=CN(CCOC1)C(=O)OC(C)(C)C)C=CN2